CN(C(OC1=C(C=C2C=C(C(OC2=C1)=O)CN(C)C)F)=O)C ((dimethylamino)methyl)-6-fluoro-2-oxo-2H-chromen-7-yl dimethylcarbamate